CN(C1(CCC2(CN(C(N2CC(C)(C)O)=O)CC2=CC=C(C=C2)OC)CC1)C1=CC=CC=C1)C cis-8-dimethylamino-1-(2-hydroxy-2-methyl-propyl)-3-[(4-methoxyphenyl)-methyl]-8-phenyl-1,3-diazaspiro[4.5]decan-2-one